O1CC(NC2=C1C=CC=C2)C(=O)O 3,4-dihydro-2H-1,4-benzoxazine-3-carboxylic acid